6-(((4-((1-methylpiperidin-4-yl)oxy)pyridin-2-yl)amino)methyl)isoquinolin-1-amine CN1CCC(CC1)OC1=CC(=NC=C1)NCC=1C=C2C=CN=C(C2=CC1)N